2-chloroisoquinolin-1(2H)-one ClN1C(C2=CC=CC=C2C=C1)=O